3-aminopropyl-diethoxy-methylsilane NCCC[Si](C)(OCC)OCC